C(C1=CC=CC=C1)OC(C1=C(C(=C(C=C1)OCC1=CC=CC=C1)OCC1=CC=CC=C1)C)=O.ClC1=NC=C(C=C1NS(=O)(=O)C)C=1C=C2C(=C(C=NC2=CC1)C#N)NC(C)C1=CC=CC=C1 N-[2-chloro-5-[3-cyano-4-(1-phenylethylamino)-6-quinolyl]-3-pyridyl]methanesulfonamide benzyl-3,4-bis(benzyloxy)-2-methylbenzoate